CC1=CNC2=NC=C(C=C21)C=2C=C1CCN(CC1=C(C2)[C@H]2NCCOC2)C(=O)N2C1CN(CC2CC1)C (6-(3-methyl-1H-pyrrolo[2,3-b]pyridin-5-yl)-8-((R)-morpholin-3-yl)-3,4-dihydroisoquinolin-2(1H)-yl)(3-methyl-3,8-diazabicyclo[3.2.1]octane-8-yl)methanone